5-FORMYL-2-HYDROXY-N-METHYLBENZAMIDE C(=O)C=1C=CC(=C(C(=O)NC)C1)O